C(#N)C1=C(C=C(C=C1)C=1COCC1)C1=C(C=NN1C)C1=CC=C2C(NN=C(C2=C1)CNC(OC(C)(C)C)=O)=O tert-butyl N-[[7-[5-[2-cyano-5-(2,5-dihydrofuran-3-yl)phenyl]-1-methyl-pyrazol-4-yl]-4-oxo-3H-phthalazin-1-yl]methyl]carbamate